(8-bromoindolizin-3-yl)(3-fluoro-4-nitrophenyl)methanone BrC1=CC=CN2C(=CC=C12)C(=O)C1=CC(=C(C=C1)[N+](=O)[O-])F